3-oxo-N-[3-(trifluoromethyl)phenyl]butanamide O=C(CC(=O)NC1=CC(=CC=C1)C(F)(F)F)C